C(CCCCCC(C)C)C1(C(CCCC1)(C(=O)O)CCCCCCC(C)C)C(=O)O Diisononyl-1,2-cyclohexanedicarboxylic acid